methyl 2,3,5,6-tetra-O-methyl-alpha-D-galactofuranoside CO[C@H]1[C@@H](OC)O[C@H]([C@@H]1OC)[C@H](OC)COC